[6-[(7-oxo-6,8-dihydro-5H-1,8-naphthyridin-4-yl)oxy]chroman-3-yl]-3,4,6,7-tetrahydroimidazo[4,5-c]pyridine-5-carboxylic acid tert-butyl ester C(C)(C)(C)OC(=O)N1CC2=C(CC1)N=C(N2)C2COC1=CC=C(C=C1C2)OC2=CC=NC=1NC(CCC21)=O